OC(CC1CCC(CC1)CC(CC)O)CC 1,4-bis(2-hydroxybutyl)cyclohexane